N1C(=NC2=C1C=CC=C2)C(N2CC1=C(C2=O)C=C(S1)C1=CC=C(C=C1)C1CCN(CC1)C)C1=C(C=CC(=C1)F)OCOC 5-[1H-Benzimidazol-2-yl-[5-fluoro-2-(methoxymethoxy)phenyl]methyl]-2-[4-(1-methyl-4-piperidyl)phenyl]-6H-thieno[2,3-c]pyrrol-4-one